C1(CCC1)NC(C[C@H](\C=C\C1=CC=NC=C1)NC(=O)C1=NN(C(=C1)C1=C(C=CC=C1OC)OC)C1CCCC1)=O (3R,4E)-N-cyclobutyl-3-{[1-cyclopentyl-5-(2,6-dimethoxyphenyl)-1H-pyrazol-3-yl]formamido}-5-(pyridin-4-yl)pent-4-enamide